[2H]C([2H])([2H])C1=C(C=CC(=C1)NCC1=CC=C(C=C1)C(F)(F)F)S(=O)(=O)N (trideuteriomethyl)-4-[[4-(trifluoromethyl)phenyl]methylamino]benzenesulfonamide